(2-bromopyridin-4-yl)-2-chloroacetamide BrC1=NC=CC(=C1)C(C(=O)N)Cl